N-hexyl-piperidinium acetate C(C)(=O)[O-].C(CCCCC)[NH+]1CCCCC1